FC=1C(=NC2=CC=CC=C2C1N)F difluoroquinolin-4-amine